5-[3-[[(1S)-2-methoxy-1-methyl-ethyl]amino]-4-nitrophenyl]-1,3-dimethylpyridin-2-one COC[C@H](C)NC=1C=C(C=CC1[N+](=O)[O-])C=1C=C(C(N(C1)C)=O)C